C(C)(C)(C)OC(=O)N1CCC2(CN(C2)CC2=C(C=C(C=C2)C(F)(F)F)N2C(CCCC2)C(=O)O)CC1 1-(2-((7-(tert-butoxycarbonyl)-2,7-diazaspiro[3.5]non-2-yl)methyl)-5-(trifluoromethyl)phenyl)piperidine-2-carboxylic acid